CC(C)(C)OC(=O)N1CCCC[C@H]1C(=O)O boc-L-pipecolic acid